CC1(OC(C(C1)(C)C1=C(C(=C(C=C1)F)F)OC)(C1=CC=CC=C1)C)C(=O)N methyl-4-(3,4-difluoro-2-methoxyphenyl)-4,5-dimethyl-5-phenyltetrahydrofuran-2-carboxamide